(2R,3S)-2-(4-(cyclopentylamino)phenyl)-1-((2,6-dimethylphenyl)sulfonyl)-N-(4-methyl-3-(trifluoromethyl)phenyl)piperidine-3-carboxamide C1(CCCC1)NC1=CC=C(C=C1)[C@@H]1N(CCC[C@@H]1C(=O)NC1=CC(=C(C=C1)C)C(F)(F)F)S(=O)(=O)C1=C(C=CC=C1C)C